C(CCC)[Si](C=1C=C(C=CC1)P(N(P(C1=C(C=CC=C1)OC(F)(F)F)C1=CC(=CC=C1)[Si](CCCC)(CCCC)CCCC)C1CCCCC1)C1=CC(=CC=C1)[Si](CCCC)(CCCC)CCCC)(CCCC)CCCC N-(bis(3-(tributylsilyl)phenyl)phosphaneyl)-N-cyclohexyl-1-(3-(tributylsilyl)phenyl)-1-(2-(trifluoromethoxy)phenyl)phosphanamine